N-{2-methyl-4-[(7-{8-methyl-1H,2H,3H-pyrido[2,3-b][1,4]oxazin-7-yl}-5H,6H,7H,8H-pyrido[3,4-d]pyrimidin-2-yl)amino]phenyl}-2-(pyrrolidin-1-yl)acetamide CC1=C(C=CC(=C1)NC=1N=CC2=C(N1)CN(CC2)C2=C(C1=C(OCCN1)N=C2)C)NC(CN2CCCC2)=O